N=C1SCC(N1C1=C(C=CC(=C1)C)CC(C)C)=O 2-imino-3-(2-isobutyl-5-methylphenyl)thiazolidin-4-one